COC=1C(=C(C=CC1C(=O)O)C1=CC=C(C=C1)C(=O)O)OC dimethoxy-4,4'-dicarboxybiphenyl